(3aR,5s,6aS)-N-(3-methoxy-1,2,4-thiadiazol-5-yl)-5-(6-(benzenesulfonyl)imidazo[4,5-d]pyrrolo[2,3-b]pyridin-1(6H)-yl)hexahydrocyclopenta[c]pyrrole-2(1H)-carboxamide COC1=NSC(=N1)NC(=O)N1C[C@@H]2[C@H](C1)CC(C2)N2C=NC=1C2=C2C(=NC1)N(C=C2)S(=O)(=O)C2=CC=CC=C2